Styrene ammonium [NH4+].C=CC1=CC=CC=C1